C(=C)C1=CC=C(C(=O)O)C=C1 4-Vinyl-Benzoic Acid